O=C1NC(CCC1N1C(N(C2=C1C=CC(=C2)C2=CC=C(C=C2)CNC(OC(C)(C)C)=O)C)=O)=O tert-butyl N-[[4-[1-(2,6-dioxo-3-piperidyl)-3-methyl-2-oxo-benzimidazol-5-yl]phenyl]methyl]carbamate